1,1,1,3,3,3-hexafluoropropan-2-yl 1-((2-methanesulfonyl-1,2,3,4-tetrahydroisoquinolin-8-yl) methyl)-1,8-diazaspiro[4.5]decane-8-carboxylate CS(=O)(=O)N1CC2=C(C=CC=C2CC1)CN1CCCC12CCN(CC2)C(=O)OC(C(F)(F)F)C(F)(F)F